(Z)-4-(2,4-dichlorophenyl)-5-(4-((1-(3-fluoropropyl)pyrrolidin-3-ylidene)methyl)phenyl)-2,3-dihydrobenzo[b]oxepine-8-carboxylic acid hydrochloride Cl.ClC1=C(C=CC(=C1)Cl)\C\1=C(/C2=C(OCC1)C=C(C=C2)C(=O)O)\C2=CC=C(C=C2)C=C2CN(CC2)CCCF